C(=O)(O)C(CC1=CC=C(C=C1)OCCOCC)N1CCN(CCN(CCN(CC1)CC(=O)[O-])C(C(=O)[O-])COC)CC(=O)[O-] 2-[7-{1-carboxy-2-[4-(2-ethoxyethoxy)phenyl]ethyl}-4,10-bis(carboxylatomethyl)-1,4,7,10-tetraazacyclododecan-1-yl]-3-methoxypropanoat